[2-[6-[4-(2-tert-Butoxycarbonyl-2,6-diazaspiro[3.3]heptan-6-yl)phenyl]-4-fluoro-1-oxo-isoindolin-2-yl]-2-[(6R)-6-fluoro-6,7-dihydro-5H-pyrrolo[1,2-c]imidazol-1-yl]acetyl]oxylithium C(C)(C)(C)OC(=O)N1CC2(C1)CN(C2)C2=CC=C(C=C2)C2=CC(=C1CN(C(C1=C2)=O)C(C(=O)O[Li])C2=C1N(C=N2)C[C@@H](C1)F)F